4-hydroxyphenyl-(1-naphthylmethyl)methyl-sulfonium OC1=CC=C(C=C1)[S+](C)CC1=CC=CC2=CC=CC=C12